3-amino-2-methylpropyl-(ditetradecyloxymethylsilane) NCC(C[SiH2]C(OCCCCCCCCCCCCCC)OCCCCCCCCCCCCCC)C